N-(4-(4-amino-2,7-dimethyl-7H-pyrrolo[2,3-d]pyrimidin-5-yl)-3-methylphenyl)-2-(3,5-difluorophenyl)-2-hydroxyacetamide NC=1C2=C(N=C(N1)C)N(C=C2C2=C(C=C(C=C2)NC(C(O)C2=CC(=CC(=C2)F)F)=O)C)C